4-isopropoxy-N-(4-(3-(trifluoromethyl)-1H-1,2,4-triazol-1-yl)quinolin-8-yl)benzamide C(C)(C)OC1=CC=C(C(=O)NC=2C=CC=C3C(=CC=NC23)N2N=C(N=C2)C(F)(F)F)C=C1